FC1CN(C1)C(=O)N(NCC1=NC=C(C=C1)C(F)(F)F)C 3-fluoro-N-methyl-N'-((5-(trifluoromethyl)pyridin-2-yl)methyl)azetidine-1-carbohydrazide